4-(3-chloro-2-piperazin-1-yl-6-quinolinyl)morpholine hydrochloride Cl.ClC=1C(=NC2=CC=C(C=C2C1)N1CCOCC1)N1CCNCC1